C(C)OC(=O)C=1C(N(C2=NC=C(C=C2C1O)C1=CC=C(C=C1)F)CC=1C=NC=CC1)=O.C1(CC1)C(=O)C=1NC2=CC=C(C=C2C1)F Cyclopropyl-(5-fluoro-1H-indol-2-yl)methanone ethyl-6-(4-fluorophenyl)-4-hydroxy-2-oxo-1-(pyridin-3-ylmethyl)-1,2-dihydro-1,8-naphthyridine-3-carboxylate